C(C)O[C@@H]1C[C@H](NC1)C(=O)[O-] (2S,4R)-4-ethoxypyrrolidin-2-carboxylate